COC(C1=CC(=C(C(=C1)OC)C1CCCCC1)OC)=O 4-cyclohexyl-3,5-dimethoxybenzoic acid methyl ester